C1=C(C=CC2=CC=CC=C12)COC1=CC=C(CN2C=NC=C2C(=O)OC)C=C1 methyl 1-(4-(naphthalen-2-ylmethoxy) benzyl)-1H-imidazole-5-carboxylate